N[Y] amino-yttrium